[Cu].CSC dimethyl sulfide copper salt